C(CC)P(CCC)(CCC)CCC tetra-n-propyl-phosphine